COC1=CC=C(C=C1)CN(C1=NC(=NC=2N1N=CC2C=2C=NN(C2)C)N2CCN(CC2)C(=O)OCC2=CC=CC=C2)CC2=CC=C(C=C2)OC benzyl 4-[4-{bis[(4-methoxyphenyl)methyl]amino}-8-(1-methyl-1H-pyrazol-4-yl)pyrazolo[1,5-a][1,3,5]triazin-2-yl]piperazine-1-carboxylate